CC1CCC(CC1)C(C)C (2S,5R)-5-methyl-2-(2-propanyl)cyclohexan